OCC1N(CCC1)C(=O)C=1C=C(C=CC1)NC1=NC=C(C(=N1)NCC=1C(=NC=CC1)N(S(=O)(=O)C)C)C(F)(F)F N-{3-[({2-[(3-{[2-(hydroxymethyl)pyrrolidin-1-yl]carbonyl}phenyl)amino]-5-(trifluoromethyl)pyrimidin-4-yl}amino)methyl]pyridin-2-yl}-N-methylmethane-sulfonamide